N-[4-fluoro-5-(4-methyl-2,3-dihydro-1,4-benzoxazin-7-yl)-2-[rac-(3R,5S)-3,4,5-trimethylpiperazin-1-yl]phenyl]-6-oxo-4-(trifluoromethyl)-1H-pyridine-3-carboxamide FC1=CC(=C(C=C1C1=CC2=C(N(CCO2)C)C=C1)NC(=O)C1=CNC(C=C1C(F)(F)F)=O)N1C[C@H](N([C@H](C1)C)C)C |r|